(E)-N-hydroxy-3-(2-((4-(methylsulfonyl)benzyl)amino)phenyl)acrylamide ONC(\C=C\C1=C(C=CC=C1)NCC1=CC=C(C=C1)S(=O)(=O)C)=O